N1=NC(C=2C=3C1=NC=NC3C=CC2)=O 3H-pyridazino[3,4,5-de]quinazolin-3-one